C1(=CC=CC=C1)C(=O)CSC1=CC=C(C=C1)C1=CC=C(C=C1)[SH2+] 4-(4-phenylcarbonylmethylthiophenyl)phenylsulfonium